(3S,4R)-4-((6-bromo-5-fluoro-7-isopropylpyrrolo[2,1-f][1,2,4]triazin-2-yl)amino)tetrahydro-2H-pyran-3-ol BrC=1C(=C2C=NC(=NN2C1C(C)C)N[C@H]1[C@@H](COCC1)O)F